The molecule is a 3alpha,7alpha,12alpha-trihydroxy-5beta-cholestan-26-oyl-CoA in which the carbon at position 25 of the steroidal side chain has S configuration. It has a role as a human metabolite. It is a conjugate acid of a (25S)-3alpha,7alpha,12alpha-trihydroxy-5beta-cholestan-26-oyl-CoA(4-). C[C@H](CCC[C@H](C)C(=O)SCCNC(=O)CCNC(=O)[C@@H](C(C)(C)COP(=O)(O)OP(=O)(O)OC[C@@H]1[C@H]([C@H]([C@@H](O1)N2C=NC3=C(N=CN=C32)N)O)OP(=O)(O)O)O)[C@H]4CC[C@@H]5[C@@]4([C@H](C[C@H]6[C@H]5[C@@H](C[C@H]7[C@@]6(CC[C@H](C7)O)C)O)O)C